C(C)(C)(C)NC=C1C(OC2=C(C1)C=C(C=C2)Cl)CC2=CN=C(O2)C2=CC=C(C=C2)I 3-((tert-butylamino)methylene)-6-chloro-2-((2-(4-iodophenyl)oxazol-5-yl)methyl)benzopyran